7-[(3R,4R,5R)-4-(benzyloxy)-5-[(benzyloxy)methyl]-3-fluorooxolan-2-yl]-2-chloro-4-{hexahydro-1H-cyclopenta[c]pyrrol-2-yl}imidazo[2,1-f][1,2,4]triazine C(C1=CC=CC=C1)O[C@H]1[C@@H](C(O[C@@H]1COCC1=CC=CC=C1)C1=CN=C2C(=NC(=NN21)Cl)N2CC1C(C2)CCC1)F